Methyl 3-(azetidin-1-yl)-4-{2,2-difluoro-7-azaspiro[3.5]nonan-6-yl}benzoate N1(CCC1)C=1C=C(C(=O)OC)C=CC1C1CC2(CC(C2)(F)F)CCN1